ClC1=NC=CC=2C(CCC(C12)=O)(CO)NC1=NC=C(C=C1OC(F)F)C(F)(F)F 1-chloro-5-((3-(difluoromethoxy)-5-(trifluoromethyl)pyridin-2-yl)amino)-5-(hydroxymethyl)-6,7-dihydroisoquinolin-8(5H)-one